(S)-1'-(5-((2,3-dichloropyridin-4-yl)thio)pyrazin-2-yl)-5,7-dihydrospiro[cyclopenta[b]pyridine-6,4'-piperidin]-5-amine ClC1=NC=CC(=C1Cl)SC=1N=CC(=NC1)N1CCC2(CC1)[C@@H](C=1C(=NC=CC1)C2)N